The molecule is a butyrate ester resulting from the formal condensation of the hydroxy group of 4-nitrophenol with the carboxy group of butyric acid. It is a butyrate ester and a C-nitro compound. It derives from a 4-nitrophenol. CCCC(=O)OC1=CC=C(C=C1)[N+](=O)[O-]